2-(4-hydroxyphenyl)-3-{4-[2-(1-piperidinyl)ethoxy]benzoyl}-6-hydroxybenzo[b]thiophene hydrochloride Cl.OC1=CC=C(C=C1)C1=C(C2=C(S1)C=C(C=C2)O)C(C2=CC=C(C=C2)OCCN2CCCCC2)=O